Cl.N[C@@H](CC1=CNC=N1)C(=O)O histidine hydrochloride salt